trans-3-((3-cyclopropylpyridin-2-yl)oxy)-2,2-dimethyl-N-(1-methyl-4-(1-methyl-1H-pyrazol-4-yl)pyrrolidin-3-yl)propionamide C1(CC1)C=1C(=NC=CC1)OCC(C(=O)N[C@@H]1CN(C[C@H]1C=1C=NN(C1)C)C)(C)C